methyl-2-methyl-4-methyl-triazine CC=1C(=NN(NC1)C)C